C[C@H]1CC[C@@H](N(C1)C(C(=O)NC=1C2=C(C=NC1)C=NN2C2OCCCC2)=O)C=2C=CC1=C(N=C(S1)[C@H]1CN(CCC1)C)C2 |&1:35| 2-((2R,5S)-5-methyl-2-(2-(rac-(R)-1-methylpiperidin-3-yl)benzo[d]thiazol-5-yl)piperidin-1-yl)-2-oxo-N-(1-(tetrahydro-2H-pyran-2-yl)-1H-pyrazolo[4,3-c]pyridin-7-yl)acetamide